(3-aminopropyl)trimethylammonium sulfate salt S(=O)(=O)([O-])[O-].NCCC[N+](C)(C)C.NCCC[N+](C)(C)C